FC1=C(C=CC=C1)COC1=CC2=C3N(N=C2C=C1)CCN(C3=O)C(C(=O)N)CO (9-[(2-fluorophenyl)methoxy]-1h,2h,3h,4h-pyrazino[1,2-b]indazol-1-one-2-yl)-3-hydroxypropionamide